C(C)(=O)N(N(C(=O)C1=CC=2C3=C(C(=NC2C=C1)N)C=NN3C)CC3=C(C=C(C=C3F)C=3C=NN(C3)C)F)C N'-acetyl-4-amino-N-[[2,6-difluoro-4-(1-methylpyrazol-4-yl)phenyl]methyl]-N',1-dimethyl-pyrazolo[4,3-c]quinoline-8-carbohydrazide